2-(2-hydroxy-5-methylphenyl)imidazole OC1=C(C=C(C=C1)C)C=1NC=CN1